CC1=CC=C(C=C1)SC2=CC=C(C=C2)C(=O)C3=CC=CC=C3 4-Benzoyl 4'-Methyldiphenyl Sulfide